C1=C(C=C(C(=C1O)O)O)C(=O)[C@@]2([C@@H]([C@H]([C@@H]([C@H](O2)CO)O)O)O)OC3([C@H]([C@@H]([C@H](O3)CO)O)O)CO galloylsucrose